(5-fluoro-6-(isoxazol-5-ylmethoxy)-1H-indol-2-yl)methanamine FC=1C=C2C=C(NC2=CC1OCC1=CC=NO1)CN